2-nitro-α-hexylcinnamaldehyde [N+](=O)([O-])C1=C(C=C(C=O)CCCCCC)C=CC=C1